6-(2,5-dioxo-2,5-dihydro-1H-pyrrol-1-yl)-L-norleucine tert-butyl-mono(trifluoroacetic acid) salt C(C)(C)(C)C(C(=O)OF)(F)F.O=C1N(C(C=C1)=O)CCCC[C@H](N)C(=O)O